2-(5-fluoro-1H-pyrrolo[2,3-b]pyridin-3-yl)ethan-1-amine FC=1C=C2C(=NC1)NC=C2CCN